C(C1=CC=CC=C1)N(C=1N(C(C(=C(N1)C(=O)NC=1C=NOC1)OCC)=O)C)CC1=CC=CC=C1 2-(dibenzylamino)-5-ethoxy-N-(isoxazol-4-yl)-1-methyl-6-oxo-1,6-dihydropyrimidine-4-carboxamide